ethyl 3-((2-ethoxy-2-oxoethyl) amino)-3-oxopropionate C(C)OC(CNC(CC(=O)OCC)=O)=O